2-[4-(hydroxymethyl)cyclohexyl]-7-isopropoxy-N-[2-oxo-1-[(1S,2R)-2-fluorocyclopropyl]-3-pyridyl]imidazo[1,2-a]pyridine-6-carboxamide OCC1CCC(CC1)C=1N=C2N(C=C(C(=C2)OC(C)C)C(=O)NC=2C(N(C=CC2)[C@@H]2[C@@H](C2)F)=O)C1